C(C)OC(=O)C1C(N(CC1)C(=O)OC(C)(C)C)C1=CC=CC=C1 2-phenylpyrrolidine-1,3-dicarboxylic acid 1-tert-butyl 3-ethyl ester